2-(4-propylphenyl)-1,3-dithiane C(CC)C1=CC=C(C=C1)C1SCCCS1